7-(4-(dipropylamino) butyl)-7-hydroxytridecane-1,13-diylbis(7,11-dimethyldodecanoate) C(CC)N(CCCCC(CCCCCCC(C(=O)[O-])CCCCC(CCCC(C)C)C)(CCCCCCC(C(=O)[O-])CCCCC(CCCC(C)C)C)O)CCC